ClC1=C(C(=CC(=C1)OC)OC)C(=O)C1CC1 (2-chloro-4,6-dimethoxyphenyl)cyclopropylmethanone